N-(vinylbenzyl)-2-aminoethyl-3-aminopropyltrimethoxysilane hydrochloride salt Cl.C(=C)C(C1=CC=CC=C1)NCCC[Si](OCCCN)(OC)OC